propylamyl-D-isoglutamine C(CC)CCCCCN[C@H](CCC(=O)O)C(N)=O